FC(C(=O)O)(F)F.O=C1NC(CCC1NC1=C(C=C(C=C1)C1CCN(CC1)CC(=O)O)F)=O 2-[4-[4-[(2,6-dioxo-3-piperidyl)amino]-3-fluoro-phenyl]-1-piperidyl]acetic acid, trifluoroacetic acid salt